6'-(((1S,3S)-3-((7-(2-hydroxypropan-2-yl)-[1,2,4]triazolo[1,5-a]pyridin-2-yl)amino)cyclopentyl)amino)-2H-[1,3'-bipyridyl]-2-one OC(C)(C)C1=CC=2N(C=C1)N=C(N2)N[C@@H]2C[C@H](CC2)NC2=CC=C(C=N2)N2C(C=CC=C2)=O